NC1=NC=NC=2C3=C(CC(C12)(C)C)C(=C(C=C3)O[C@@H]3CC[C@H](CC3)N)N(S(=O)(=O)CCC(=O)N)C 3-[[4-amino-8-(trans-4-aminocyclohexyloxy)-5,5-dimethyl-6H-benzo[H]quinazolin-7-yl]-methyl-sulfamoyl]propionamide